spiro[1H-pyrrolo[2,3-b]pyridin-3,6'-5,7-dihydro-cyclopenta[b]pyridine]-3'-carboxylic acid N1=C2C(=CC(=C1)C(=O)O)CC1(C2)CNC2=NC=CC=C21